C(#N)C=1C(=C2C(=NC1)NC=C2)N[C@@H]2CN(C[C@@H]2CC)C(=O)NC2CC2 (cis)-3-((5-cyano-1H-pyrrolo[2,3-b]pyridin-4-yl)amino)-N-cyclopropyl-4-ethylpyrrolidine-1-carboxamide